CC1=C(OC(C(=O)O)(C)C)C(=CC(=C1)CCC(=O)C1=CC=C(C=C1)SC)C 2-[2,6-dimethyl-4-[3-[4-(methylthio)phenyl]-3-keto-propyl]phenoxy]-2-methylpropionic acid